FC1(C(C1)C(=O)N1CC2(C1)CNC(CCC2)CO)F (2,2-difluorocyclopropyl)(7-(hydroxymethyl)-2,6-diazaspiro[3.6]decan-2-yl)methanone